t-Butyl (2-(methylamino)ethyl)carbamate CNCCNC(OC(C)(C)C)=O